FC1(CCN(CC1)S(=O)(=O)C=1C=C(C=CC1)C(=O)N1CC2(C3=CC=CC=C13)CCC1(CC2)CC1)F (3-((4,4-difluoropiperidin-1-yl)sulfonyl)phenyl)(dispiro[cyclopropane-1,1'-cyclohexane-4',3''-indolin]-1''-yl)methanone